((((1r,4r)-4-hydroxy-4-methylcyclohexyl)methyl)amino)-5-nitropyridine-3-sulfonamide OC1(CCC(CC1)CNC1=NC=C(C=C1S(=O)(=O)N)[N+](=O)[O-])C